2-(5-chloro-2-methoxypyridin-4-yl)acetic acid methyl ester COC(CC1=CC(=NC=C1Cl)OC)=O